N-cyclopropyl-2-methyl-1',2',3',6'-tetrahydro-[3,4'-bipyridine]-6-carboxamide C1(CC1)NC(=O)C1=CC=C(C(=N1)C)C=1CCNCC1